FC=1C=C(CN2N=C(C=C2)C(=O)N[C@@H]2C(N(C3=C(OC2)N(N=C3)C)C)=O)C=CC1F (S)-1-(3,4-Difluorobenzyl)-N-(1,4-dimethyl-5-oxo-4,5,6,7-tetrahydro-1H-pyrazolo[3,4-b][1,4]oxazepin-6-yl)-1H-pyrazol-3-carboxamid